P(=O)(OCC(OCCOC)(CC)CC)([O-])[O-] diethyl(2-(2-methoxyethoxy)ethyl) phosphate